ethyl (2r,4S)-2-(4-((2R,4R)-4-fluoro-2-(hydroxymethyl)pyrrolidin-1-yl)piperidin-1-yl)-6-azaspiro[3.4]octane-6-carboxylate F[C@@H]1C[C@@H](N(C1)C1CCN(CC1)C1CC2(C1)CN(CC2)C(=O)OCC)CO